ClC1=C(C(=CC=C1)Cl)N1CC(C1)C1=CC=C(C=N1)C(C)(C)N1CCC(CC1)C(=O)OC methyl 1-(2-(6-(1-(2,6-dichlorophenyl)azetidin-3-yl)pyridin-3-yl)propan-2-yl)piperidine-4-carboxylate